C(C)O[Si](CCCN1N=CN=N1)(OCC)OCC 2-[3-(triethoxysilyl)propyl]-2H-tetrazol